2-methyl-5-(4-methylpiperazin-1-yl)-N-[(1R)-1-(3-vinylphenyl)ethyl]benzamide CC1=C(C(=O)N[C@H](C)C2=CC(=CC=C2)C=C)C=C(C=C1)N1CCN(CC1)C